(3S)-3-{[N-(4-methoxy-1H-indole-2-carbonyl)-L-leucyl]amino}-2-oxo-4-[(3S)-2-oxopyrrolidin-3-yl]butyl 2,6-bis(trifluoromethyl)benzoate FC(C1=C(C(=O)OCC([C@H](C[C@H]2C(NCC2)=O)NC([C@@H](NC(=O)C=2NC3=CC=CC(=C3C2)OC)CC(C)C)=O)=O)C(=CC=C1)C(F)(F)F)(F)F